4-(furo[3,2-c]pyridin-4-yl)-N-[(1S,3S)-3-(2-hydroxypropan-2-yl)cyclopentyl]benzamide O1C=CC=2C(=NC=CC21)C2=CC=C(C(=O)N[C@@H]1C[C@H](CC1)C(C)(C)O)C=C2